O.[Na+].P([O-])(=O)(OP(=O)([O-])OP(=O)([O-])[O-])OC[C@@H]1[C@H]([C@H]([C@@H](O1)N1C=NC=2C(=O)NC(N)=NC12)O)O.[Na+].[Na+].[Na+] guanosine 5'-triphosphate sodium salt hydrate